(S)-2-((S)-(perfluorophenoxy)-(phenoxy)-phosphorylamino)propionic acid cyclobutyl ester C1(CCC1)OC([C@H](C)N=P(=O)OC1=C(C=CC=C1)OC1=C(C(=C(C(=C1F)F)F)F)F)=O